5-bromo-6-((((1R,5S,6r)-3,3-difluorobicyclo[3.1.0]hexane-6-yl)methyl)amino)-N-(4-methoxybenzyl)-N-methylpyridine-3-sulfonamide BrC=1C=C(C=NC1NCC1[C@H]2CC(C[C@@H]12)(F)F)S(=O)(=O)N(C)CC1=CC=C(C=C1)OC